C1N(CC12CNCCC2)C(=O)C=2C=C1C(=NNC1=CC2)C#CC2=C(C=CC=C2)C2=C(C=CC=C2)OC(F)(F)F (2,6-Diazaspiro[3.5]nonan-2-yl)(3-((2'-(trifluoromethoxy)-[1,1'-biphenyl]-2-yl)ethynyl)-1H-indazol-5-yl)methanone